(2R,3S)-3-((9-isopropyl-6-(((3S,5R)-5-methyl-1-(methylsulfonyl)-pyrrolidin-3-yl)amino)-9H-purin-2-yl)amino)pentan-2-ol C(C)(C)N1C2=NC(=NC(=C2N=C1)N[C@@H]1CN([C@@H](C1)C)S(=O)(=O)C)N[C@H]([C@@H](C)O)CC